C(C)(C)(C)OC(NCCCC(S(=O)(=O)C1=CC=CC=C1)(S(=O)(=O)C1=CC=CC=C1)F)=O (4-fluoro-4,4-bis(phenylsulfonyl)butyl)carbamic acid tert-butyl ester